(S)-N,N-dimethyl-4-(((4-oxochroman-7-yl)oxy)(pyridin-4-yl)methyl)benzamide CN(C(C1=CC=C(C=C1)[C@@H](C1=CC=NC=C1)OC1=CC=C2C(CCOC2=C1)=O)=O)C